tert-Butyl 5-bromoisoindoline-2-carboxylate BrC=1C=C2CN(CC2=CC1)C(=O)OC(C)(C)C